Tetramethyldisilyl-(cyclopentadienyl)(indenyl)zirconium dichloride [Cl-].[Cl-].C[Zr](C1C=CC2=CC=CC=C12)(C1C=CC=C1)([SiH3])([SiH3])(C)(C)C